C(C)(C)S(=O)(=O)C1=NN(C=C1NC1=NC(=NC=C1C#N)N)C N4-(3-isopropylsulfonyl-1-methyl-1H-pyrazol-4-yl)-5-cyano-pyrimidin-2,4-diamine